CC1=NC(=NC(=C1)C)CNS(=O)(=O)NC(=O)NC1=NC(=NC(=N1)OC)C N-[[(4,6-dimethyl-2-pyrimidinyl)methylamino]sulfonyl]-N'-(4-methoxy-6-methyl-1,3,5-triazin-2-yl)-urea